4-(Isoindolin-4-ylamino)-5-methylpyridin-2(1H)-one hydrochloride Cl.C1NCC2=C(C=CC=C12)NC1=CC(NC=C1C)=O